glucose-hydrate O.O=C[C@H](O)[C@@H](O)[C@H](O)[C@H](O)CO